N1=C(N=C(C2=C1CCCO2)O)O 7,8-dihydro-6H-pyrano[3,2-d]pyrimidine-2,4-diol